2-bromo-3-ethyl-6-fluoro-phenylamine BrC1=C(C(=CC=C1CC)F)N